BrC=1C=C(C2=C(C(=CO2)COC2=C(C=CC=C2)CC(=O)OCC)C1)CN1C[C@H](CC1)F (s)-ethyl 2-(2-((5-bromo-7-((3-fluoropyrrolidin-1-yl)methyl)benzofuran-3-yl)methoxy)phenyl)acetate